2-(1-(2-Oxabicyclo[2.1.1]hexan-4-ylmethyl)-1H-pyrazol-4-yl)-8-chloro-7-((2-methyl-1-((2-(trimethylsilyl)ethoxy)methyl)-1H-benzo[d]imidazol-6-yl)oxy)quinoxaline C12OCC(C1)(C2)CN2N=CC(=C2)C2=NC1=C(C(=CC=C1N=C2)OC=2C=CC1=C(N(C(=N1)C)COCC[Si](C)(C)C)C2)Cl